C1(=CC(=CC=C1)CN1C(CCC1=O)C(=O)NC(C(=O)NO)C(C)C)C1=CC=CC=C1 1-([1,1'-Biphenyl]-3-ylmethyl)-N-(1-(hydroxyamino)-3-methyl-1-oxobutan-2-yl)-5-oxopyrrolidine-2-carboxamide